[Br-].C1(=CC=CC2=CC=CC=C12)[C@@H](C)[NH3+] |r| racemic-1-(1-naphthyl)ethylammonium bromide